acryloyloxyhexyl-bromodimethylsilane C(C=C)(=O)OCCCCCC[Si](C)(C)Br